NCCCNC(=O)C1=NC2=CC=CC=C2N=C1NC=1C=C(C=CC1)C N-(3-Aminopropyl)-3-(m-tolylamino)quinoxaline-2-carboxamide